C(CCCCCCCCCCCCC)C(C(=O)N)CC1=CC(=C(C(=C1)C(C)(C)C)O)C(C)(C)C myristyl-3-(3,5-di-tert-butyl-4-hydroxyphenyl)propanoic acid amide